((2S,3S)-3-(2-chlorobenzyl)-1,4-dioxaspiro[4.5]decan-2-yl)methanol ClC1=C(C[C@H]2[C@@H](OC3(O2)CCCCC3)CO)C=CC=C1